C(C)(C)(C)OC(N(C(=O)OC(C)(C)C)C1=NC=C(C(=C1)C)Br)=O (5-bromo-4-methylpyridin-2-yl)(tert-butyloxycarbonyl)carbamic acid tert-butyl ester